O=CCC1=CC=C(C(=O)O)C=C1 4-(2-oxoethyl)benzoic acid